BrC#CCC(C1=C(C=CC(=C1)F)F)N1N=C2C=CC=CC2=C1 2-(4-bromo-1-(2,5-difluorophenyl)but-3-yn-1-yl)-2H-indazole